rac-7-bromo-N,N-dimethyl-2-((1S*,2S*)-2-(4-methylpyrimidin-2-yl)cyclopropyl)quinolin-5-amine BrC=1C=C(C=2C=CC(=NC2C1)[C@@H]1[C@H](C1)C1=NC=CC(=N1)C)N(C)C |r|